3-methyl-5-(N-(2-(4-(dimethylcarbamoyl)piperazin-1-yl)phenyl)-N-phenethylsulfamoyl)benzofuran-2-carboxylic acid CC1=C(OC2=C1C=C(C=C2)S(N(CCC2=CC=CC=C2)C2=C(C=CC=C2)N2CCN(CC2)C(N(C)C)=O)(=O)=O)C(=O)O